2-(6-(1-propenoyl-2,5-dihydro-1H-pyrrol-3-yl)pyridin-3-yl)-N-(5-cyclopropyl-1H-pyrazol-3-yl)-2,2-difluoroacetamide C(C=C)(=O)N1CC(=CC1)C1=CC=C(C=N1)C(C(=O)NC1=NNC(=C1)C1CC1)(F)F